4,5-dihydro-1,2,4-thiadiazole S1N=CNC1